4-acetamido-2,3-dihydrobenzofuran C(C)(=O)NC1=CC=CC2=C1CCO2